2-(7-Nitro-2-phenyl-1H-indol-5-yl)acetic acid ethyl ester C(C)OC(CC=1C=C2C=C(NC2=C(C1)[N+](=O)[O-])C1=CC=CC=C1)=O